2-chloro-N-{4-[(5R)-7-chloro-4,4-difluoro-5-hydroxy-5-(hydroxymethyl)-2,3,4,5-tetrahydro-1H-1-benzazepine-1-carbonyl]-2-methoxyphenyl}benzamide ClC1=C(C(=O)NC2=C(C=C(C=C2)C(=O)N2CCC([C@@](C3=C2C=CC(=C3)Cl)(CO)O)(F)F)OC)C=CC=C1